(S)-2-hydroxy-1-(4-(2-(methylsulfonyl)ethoxy)-3-(trifluoromethyl)phenyl)propan-1-one O[C@H](C(=O)C1=CC(=C(C=C1)OCCS(=O)(=O)C)C(F)(F)F)C